acetyl-N-(2-chloro-6-nitrophenyl)-2-chloro-4-cyano-phenylethanethioamide C(C)(=O)C(C(NC1=C(C=CC=C1[N+](=O)[O-])Cl)=S)C1=C(C=C(C=C1)C#N)Cl